6-(8-(3-((3-hydroxycyclobutyl)methoxy)azetidine-1-carbonyl)-5,6,7,8-tetrahydroisoquinolin-4-yl)-3,4-dihydroquinolin-2(1H)-one OC1CC(C1)COC1CN(C1)C(=O)C1CCCC=2C(=CN=CC12)C=1C=C2CCC(NC2=CC1)=O